C(C)(=O)OC[C@H](NC([C@@H](NC(CNC([C@@H](N)CCCNC(N)=N)=O)=O)CC(=O)O)=O)C(=O)O L-arginyl-glycyl-L-aspartyl-L-serine acetate